2-(ethylsulfonyl)benzene-1-sulfonyl chloride C(C)S(=O)(=O)C1=C(C=CC=C1)S(=O)(=O)Cl